ClC=1C=CC2=C([C@H](C[C@H](O2)C(=O)NC23[C@H](CC(CC2)(CC3)NC(COC3=CC(=C(C=C3)Cl)F)=O)O)O)C1 (2S,4S)-6-chloro-N-{(2S)-4-[2-(4-chloro-3-fluorophenoxy)acetamido]-2-hydroxybicyclo[2.2.2]octan-1-yl}-4-hydroxy-3,4-dihydro-2H-1-benzopyran-2-carboxamide